BrC1=NN=C(S1)CN (5-bromo-1,3,4-thiadiazol-2-yl)methanamine